OC(C)(C)C=1N(C=CN1)CC1=CC=C(C=C1)C1=C(C=CC(=C1)CCC)S(=O)(=O)NC(OCCCC)=O Butyl ((4'-((2-(2-hydroxypropan-2-yl)-1H-imidazol-1-yl)methyl)-5-propyl-[1,1'-biphenyl]-2-yl)sulfonyl)carbamate